2,2'-dimethyl-[1,1'-biphenyl]-3,3'-dicarboxamide CC1=C(C=CC=C1C(=O)N)C1=C(C(=CC=C1)C(=O)N)C